(7-(4-((4-(1H-pyrazol-4-yl)phenyl)amino)pyrimidin-2-yl)-3,4-dihydroisoquinolin-2(1H)-yl)(3,3-difluoro-1-methylcyclobutyl)methanone N1N=CC(=C1)C1=CC=C(C=C1)NC1=NC(=NC=C1)C1=CC=C2CCN(CC2=C1)C(=O)C1(CC(C1)(F)F)C